ClC1=C(C=CC(=C1)OC1=CC=C(C=C1)Cl)C(CBr)O 1-[2-chloro-4-(4-chlorophenoxy)phenyl]-2-bromoethanol